9-(1-(5-methoxy-2-(1-methyl-1H-pyrazol-4-yl)-4-nitrophenyl)piperidin-4-yl)-3,9-diazaspiro[5.5]undecane-3-carboxylic acid tert-butyl ester C(C)(C)(C)OC(=O)N1CCC2(CC1)CCN(CC2)C2CCN(CC2)C2=C(C=C(C(=C2)OC)[N+](=O)[O-])C=2C=NN(C2)C